(R)-N-(3-fluorobenzyl)-8-(pyrrolidin-2-yl)-7H-purine-6-carboxamide hydrochloride Cl.FC=1C=C(CNC(=O)C2=C3NC(=NC3=NC=N2)[C@@H]2NCCC2)C=CC1